FC(C(=O)O)(F)F.C(#N)C1=C(OC=2C=C3C(N(C=NC3=CC2)CCC2CCN(CC2)CC(=O)O)=O)C(=CC=C1NS(N(C)CC)(=O)=O)F 2-[4-[2-[6-[2-cyano-3-[[ethyl(methyl)sulfamoyl]amino]-6-fluoro-phenoxy]-4-oxo-quinazolin-3-yl]ethyl]-1-piperidyl]acetic acid, 2,2,2-trifluoroacetic acid salt